N-(2-((R)-4-cyclopropyl-3-methylpiperazin-1-yl)-5-((6-((S)-3-(3-(3-fluorophenoxy)benzyl)isoxazolidin-2-yl)pyrimidin-4-yl)amino)-4-methoxyphenyl)acrylamide C1(CC1)N1[C@@H](CN(CC1)C1=C(C=C(C(=C1)OC)NC1=NC=NC(=C1)N1OCC[C@@H]1CC1=CC(=CC=C1)OC1=CC(=CC=C1)F)NC(C=C)=O)C